COC(C[C@@H]1CN(CC1)C([C@@H](C)OC1=CC=C2C(=CC(OC2=C1)=O)C1=C(C=C(C=C1)F)Cl)=O)=O 2-[(3R)-1-[(2R)-2-[4-(2-chloro-4-fluoro-phenyl)-2-oxo-chromen-7-yl]oxypropionyl]pyrrolidin-3-yl]acetic acid methyl ester